C(C)N1C(C(C2=CC=C(C(=C12)OC)NC(OC(C)(C)C)=O)=O)=O Tert-butyl (1-ethyl-7-methoxy-2,3-dioxoindolin-6-yl)carbamate